FC1=C(C(N)C(=O)OCC)C=CC=C1 ethyl 2-fluorophenylglycinate